1,1,2,2-tetrakis(4-glycidyloxyphenyl)ethane C(C1CO1)OC1=CC=C(C=C1)C(C(C1=CC=C(C=C1)OCC1CO1)C1=CC=C(C=C1)OCC1CO1)C1=CC=C(C=C1)OCC1CO1